N-(4-(4-amino-7-(1-methyl-1H-pyrazol-3-yl)pyrrolo[2,1-f][1,2,4]triazin-5-yl)-2-methoxyphenyl)-N,5-dimethylisothiazol-3-amine NC1=NC=NN2C1=C(C=C2C2=NN(C=C2)C)C2=CC(=C(C=C2)N(C2=NSC(=C2)C)C)OC